4-(trifluoromethyl)-2-((R)-3-(((3S,4R,5R)-3,4,5-tris(benzyloxy)piperidin-1-yl)methyl)piperidin-1-yl)pyridine FC(C1=CC(=NC=C1)N1C[C@H](CCC1)CN1C[C@@H](C([C@@H](C1)OCC1=CC=CC=C1)OCC1=CC=CC=C1)OCC1=CC=CC=C1)(F)F